P(=O)([O-])([O-])[O-].[K+].[Ti+4] titanium-potassium phosphate